6-(2-chloro-4-fluoro-5-methoxy-phenyl)-3-isothiazolo[4,5-c]pyridin-7-yl-1H-thieno[3,2-d]pyrimidine-2,4-dione ClC1=C(C=C(C(=C1)F)OC)C1=CC=2NC(N(C(C2S1)=O)C=1C2=C(C=NC1)C=NS2)=O